CC1=NC=C(C=N1)C methyl-5-methylpyrimidine